4-(6-(Methoxycarbonyl)-5-((1-(triisopropylsilyl)-1H-pyrrolo[2,3-b]pyridin-5-yl)oxy)pyridin-3-yl)piperazine-1-carboxylic acid tert-butyl ester C(C)(C)(C)OC(=O)N1CCN(CC1)C=1C=NC(=C(C1)OC=1C=C2C(=NC1)N(C=C2)[Si](C(C)C)(C(C)C)C(C)C)C(=O)OC